COC1=CC=C(C=C1)[S@@](=O)(=N)C=1C=C2C=NN(C(C2=CC1)=O)CC=1C=NC(=CC1)OC (S)-6-(4-methoxyphenylsulphonimidoyl)-2-((6-methoxypyridin-3-yl)methyl)phthalazin-1(2H)-one